Cl.NCC(CCC(=O)O)=O 5-amino-4-ketovalerate hydrochloride